2-[(2,6,6-trimethylcyclohexa-1,3-dien-1-yl)methyl]-1,3-dioxane-5-carbaldehyde CC1=C(C(CC=C1)(C)C)CC1OCC(CO1)C=O